5-bromo-N-(4-(chlorodifluoromethoxy)phenyl)-4-isopropyl-3-(N-methylacetamido)-1,2,3,3a,4,8b-hexahydrocyclopenta[b]indole-7-carboxamide BrC1=CC(=CC=2C3C(N(C12)C(C)C)C(CC3)N(C(C)=O)C)C(=O)NC3=CC=C(C=C3)OC(F)(F)Cl